IC1=C(C(C(=O)[O-])=CC=C1)OF iodofluorosalicylate